C1(CC1)N1CC(CC1C)NC(=O)[C@H]1N(C[C@@H](C1)O)C([C@H](C(C)(C)C)N1N=NC(=C1)C1CC1)=O (2S,4R)-N-(1-cyclopropyl-5-methyl-pyrrolidin-3-yl)-1-[(2S)-2-(4-cyclopropyltriazol-1-yl)-3,3-dimethyl-butanoyl]-4-hydroxy-pyrrolidine-2-carboxamide